O1CC[C@H](C2=C1C=CC=C2)NC(=O)[C@@H]2CC[C@H]1N2C([C@H](CN(CC1)CC(F)(F)F)NC([C@H](C)NC)=O)=O (5S,8S,10aR)-N-[(4R)-3,4-dihydro-2H-1-benzopyran-4-yl]-5-[(2S)-2-(methylamino)propanamido]-6-oxo-3-(2,2,2-trifluoroethyl)-decahydropyrrolo[1,2-a][1,5]diazocine-8-carboxamide